2-[4-(5-amino-1,3,4-thiadiazol-2-yl)piperidin-1-yl]-3-(4-methoxypyridin-3-yl)benzonitrile NC1=NN=C(S1)C1CCN(CC1)C1=C(C#N)C=CC=C1C=1C=NC=CC1OC